3-((dimethylamino)methyl)-4-hydroxy-4-(3-methoxyphenyl)-N-(3,4,5-trichlorophenyl)piperidine-1-carboxamide CN(C)CC1CN(CCC1(C1=CC(=CC=C1)OC)O)C(=O)NC1=CC(=C(C(=C1)Cl)Cl)Cl